N-(2-pyridinylmethylene)benzenamine N1=C(C=CC=C1)C=NC1=CC=CC=C1